FC1=CC=C(C=C1)[C@@H]1N(C[C@H](CC1)C)C(C(=O)NC=1C=C(C(=NC1)NC(OC(C)(C)C)=O)C(F)(F)F)=O |r| rac-tert-butyl (5-(2-((2R,5S)-2-(4-fluorophenyl)-5-methylpiperidin-1-yl)-2-oxoacetamido)-3-(trifluoromethyl)pyridin-2-yl)carbamate